OCC(=O)NCC=1SC(=CC1)C(CSC=1OC=2C(=NC(=CC2)C(F)(F)F)N1)=O 2-hydroxy-N-((5-(2-((5-(trifluoromethyl)oxazolo[4,5-b]pyridin-2-yl)thio)acetyl)thiophen-2-yl)methyl)acetamide